C1(CC1)COC1=C(C#N)C=CC(=C1)OC1=NC=C(C=C1)N1C(NC(C1=O)(C)C)=O 2-[(cyclopropylmethyl)oxy]-4-{[5-(4,4-dimethyl-2,5-dioxo-1-imidazolidinyl)-2-pyridinyl]oxy}benzonitrile